(S)-1-(1-propionyl-pyrrolidin-3-yl)-3-phenyl-7-(3-methyl-4-(4-methylpiperazin-1-yl)anilino)-3,4-dihydropyrimido[4,5-d]pyrimidin-2(1H)-one C(CC)(=O)N1C[C@H](CC1)N1C(N(CC=2C1=NC(=NC2)NC2=CC(=C(C=C2)N2CCN(CC2)C)C)C2=CC=CC=C2)=O